ethyl 2-(4-chloro-2-fluoro-phenyl)-6-[2-(1-cyclopropylpyrazol-4-yl) morpholin-4-yl]pyridine-4-carboxylate ClC1=CC(=C(C=C1)C1=NC(=CC(=C1)C(=O)OCC)N1CC(OCC1)C=1C=NN(C1)C1CC1)F